BrC=1C=CC2=C(C(CS2(=O)=O)(C)C)C1 D-5-bromo-3,3-dimethyl-2,3-dihydro-1λ6-benzothiophene-1,1-dione